C(#N)C1=C(C=CC=C1)[C@@H]([C@@H](C)C=1N(C(C(=C(N1)C(=O)NC=1C=NOC1)O)=O)C)C=1C=NN(C1C)CCOC 2-((1r,2r)-1-(2-cyanophenyl)-1-(1-(2-methoxyethyl)-5-methyl-1H-pyrazol-4-yl)propan-2-yl)-5-hydroxy-N-(isoxazol-4-yl)-1-methyl-6-oxo-1,6-dihydropyrimidine-4-carboxamide